2-methyl-5-[(4-methyl-1,3-thiazol-5-yl)methoxy]-N-[2-(2-oxo-1,3-oxazolidin-3-yl)ethyl]-2H-indazole-3-carboxamide CN1N=C2C=CC(=CC2=C1C(=O)NCCN1C(OCC1)=O)OCC1=C(N=CS1)C